C12(CC3CC(CC(C1)C3)C2)NC(COC2=NC(NC(=C2)N2CC(C2)(F)F)=O)=O N-(adamantan-1-yl)-2-((6-(3,3-difluoroazetidin-1-yl)-2-oxo-1,2-dihydropyrimidin-4-yl)oxy)acetamide